1-(3-benzyloxybenzyl)-1H-1,2,3-triazole C(C1=CC=CC=C1)OC=1C=C(CN2N=NC=C2)C=CC1